5-Methoxy-6-(3-methylimidazo[4,5-c]pyridin-7-yl)-3-[4-[(1-methyl-4-piperidyl)oxy]anilino]pyrazin-2-carboxamid COC=1N=C(C(=NC1C=1C2=C(C=NC1)N(C=N2)C)C(=O)N)NC2=CC=C(C=C2)OC2CCN(CC2)C